ClC1=C(C=C2C(NC(NC2=C1SC[C@@H](C)O)=O)=O)C(F)(F)F (R)-7-chloro-8-((2-hydroxypropyl)thio)-6-(trifluoromethyl)quinazoline-2,4(1H,3H)-dione